Cl.NCCN1N=C(C=C1C(=O)OC)[N+](=O)[O-] methyl 1-(2-aminoethyl)-3-nitro-1H-pyrazole-5-carboxylate hydrochloride